C(C)C=1C(=CC=C2C=C(C=C(C12)C1=C(C=2N=C(N=C(C2C=N1)N1C[C@@H](CCCC1)O)OC[C@]12CCCN2C[C@@H](C1)F)F)O)F (R)-1-(7-(8-Ethyl-7-fluoro-3-hydroxynaphthalen-1-yl)-8-fluoro-2-(((2R,7aS)-2-fluorotetrahydro-1H-pyrrolizin-7a(5H)-yl)methoxy)pyrido[4,3-d]pyrimidin-4-yl)azepan-3-ol